O1CCCC2=NC=C(C=C21)N 3,4-dihydro-2H-pyrano[3,2-b]pyridin-7-amine